Cl.C1(CC1)C1=C(C(=NO1)C1=NN(C2=NC=NC(=C21)N)C(C)C)C2=NC=C(C(=N2)C)[C@H]2CNCC2 (S)-3-(5-cyclopropyl-4-(4-methyl-5-(pyrrolidin-3-yl)pyrimidin-2-yl)isoxazol-3-yl)-1-isopropyl-1H-pyrazolo[3,4-d]pyrimidin-4-amine hydrochloride